1-(o-tolyl)cyclopropane-1-carbonitrile C1(=C(C=CC=C1)C1(CC1)C#N)C